4-nonyl-gamma-butyrolactone C(CCCCCCCC)C1CCC(=O)O1